3-{3-amino-4-{7H-pyrrolo[2,3-d]Pyrimidin-4-yl}-1H-pyrazol-1-yl}-3-cyclopentylpropanenitrile NC1=NN(C=C1C=1C2=C(N=CN1)NC=C2)C(CC#N)C2CCCC2